2-fluoro-4-bromonitrobenzene C1=CC(=C(C=C1Br)F)[N+](=O)[O-]